(cis-(+/-)-3-Amino-4-fluoropiperidin-1-yl)(2-(1-ethyl-1H-indol-2-yl)-1-methyl-1H-benzo[d]imidazol-5-yl)methanon N[C@@H]1CN(CC[C@@H]1F)C(=O)C1=CC2=C(N(C(=N2)C=2N(C3=CC=CC=C3C2)CC)C)C=C1 |r|